CN(CC(C(=O)C1CN(CCN1)C1=C(C=NC=C1)C#N)OCCCOC=1C=NNC(C1C(F)(F)F)=O)C 4-[3-[3-(Dimethylamino)-2-[[6-oxo-5-(trifluoromethyl)-1,6-dihydropyridazin-4-yl]oxylpropoxy]propanoyl]piperazin-1-yl]pyridine-3-carbonitrile